C(C)(=O)C1=NC(=CC=C1CN1N=CC(=C1)C(=O)OCC)N1CC2CC2C1 ethyl 1-[(2-acetyl-6-[3-azabicyclo[3.1.0]hex-3-yl] pyridin-3-yl) methyl]-1H-pyrazole-4-carboxylate